4-[(3-Aminopropylamino)methyl]-N-[4-[4-[5-chloro-4-(trifluoromethyl)-2-pyridyl]piperazin-1-yl]sulfonylphenyl]benzamide NCCCNCC1=CC=C(C(=O)NC2=CC=C(C=C2)S(=O)(=O)N2CCN(CC2)C2=NC=C(C(=C2)C(F)(F)F)Cl)C=C1